BrC1=CC(=CC2=CN(N=C12)COCC[Si](C)(C)C)S(=O)(=O)CC(C)(C)C 2-[[7-bromo-5-(2,2-dimethylpropylsulfonyl)indazol-2-yl]methoxy]ethyl-trimethyl-silane